[N+](=O)([O-])C1=CC(=C(C(=O)O)C=C1)N 4-nitro-2-aminobenzoic acid